fluorochlorine tert-butyl-((1-((6-aminopyrimidin-4-yl)carbamoyl)cyclopropyl)methyl)carbamate C(C)(C)(C)N(C([O-])=O)CC1(CC1)C(NC1=NC=NC(=C1)N)=O.F[Cl+]